FC1=CC=C(C=N1)C=1C=CC2=C(C3=C(C(N(C2)C)=O)N=CC(=C3)C)C1 10-(6-Fluoro-pyridin-3-yl)-2,6-dimethyl-6,7-dihydro-4,6-diaza-dibenzo[a,c]cyclohepten-5-one